C(C#CCCCC)(=O)[O-] Heptynoate